2-chloro-3-(oxetan-3-yloxy)benzaldehyde ClC1=C(C=O)C=CC=C1OC1COC1